ClC1=C(C(=O)N[C@H]2[C@H]3CC[C@@H](C2)N3C#N)C=CC(=C1)N1C[C@H](CCC1)CC#N 2-chloro-N-((1R,2R,4S)-7-cyano-7-azabicyclo[2.2.1]heptan-2-yl)-4-((3R)-3-(cyanomethyl)-1-piperidinyl)benzamide